(±)-6-methyl-2-(3-((2-(trifluoromethyl)phenoxy)methyl)pyrrolidin-1-yl)pyrimidine-4-carboxylic acid methyl ester COC(=O)C1=NC(=NC(=C1)C)N1C[C@@H](CC1)COC1=C(C=CC=C1)C(F)(F)F |r|